C(C)(C)(C)OC(=O)N1C(CC(CC1)O)C1=NC=C(C=C1)C#N (5-cyanopyridin-2-yl)-4-hydroxypiperidine-1-carboxylic acid tert-butyl ester